(2S)-2-[(tert-butoxycarbonyl)amino]-1-(cyclopropylcarbamoyl)-3-[(3S)-2-oxopyrrolidin-3-yl]propyl acetate C(C)(=O)OC([C@H](C[C@H]1C(NCC1)=O)NC(=O)OC(C)(C)C)C(NC1CC1)=O